[3-chloro-2-[2-(2,2-dimethyl-1,3-benzodioxol-5-yl)ethyl]-6-fluoro-phenyl]-5-hydroxy-2,6-dimethyl-pyridazin-3-one ClC=1C(=C(C(=CC1)F)C=1C(N(N=C(C1O)C)C)=O)CCC1=CC2=C(OC(O2)(C)C)C=C1